Ethyl-6-((4-fluorobenzyl)amino)benzo[cd]indol-2(1H)-one C(C)N1C(C2=C3C(C(=CC=C13)NCC1=CC=C(C=C1)F)=CC=C2)=O